dimethyl-aminopropyl-ethyl-carboxamide CC(C)(C(=O)NCCCN)C